BrC1=C(C(=C(C=C1)F)[N+](=O)[O-])OCCF Bromo-1-fluoro-3-(2-fluoroethoxy)-2-nitrobenzene